OCC(C)(C)NC(=O)NC(CO)(C)C 1,3-Bis-(2-hydroxy-1,1-dimethylethyl)urea